N-(1-benzyl-6-(3,5-dimethylisoxazol-4-yl)-1H-pyrrolo[3,2-b]pyridin-3-yl)acetamide C(C1=CC=CC=C1)N1C=C(C2=NC=C(C=C21)C=2C(=NOC2C)C)NC(C)=O